BrC1=CC=C(C(=N1)OC1=CC2=C(OC(O2)(F)F)C=C1)F 6-bromo-2-[(2,2-difluoro-1,3-benzodioxol-5-yl)oxy]-3-fluoro-pyridine